5-(3-(4-(4-amino-3-(4-phenoxyphenyl)-1H-pyrazolo[3,4-d]pyrimidin-1-yl)piperazin-1-yl)azetidin-1-yl)picolinic acid NC1=C2C(=NC=N1)N(N=C2C2=CC=C(C=C2)OC2=CC=CC=C2)N2CCN(CC2)C2CN(C2)C=2C=CC(=NC2)C(=O)O